Aminomethyl-2'-O-methyl-uridine NC[C@@]1([C@H](OC)[C@H](O)[C@@H](CO)O1)N1C(=O)NC(=O)C=C1